1-[(3S)-3-[[3-(trifluoromethyl)phenyl]methylamino]pyrrolidin-1-yl]prop-2-en-1-one FC(C=1C=C(C=CC1)CN[C@@H]1CN(CC1)C(C=C)=O)(F)F